BrC1=C(C=C(C=C1)C1C(=C(NC=2N1N=C(C2)CO)C)C(=O)NC=2C=C1C=CN=CC1=CC2)F 7-(4-bromo-3-fluorophenyl)-2-(hydroxymethyl)-N-(isoquinolin-6-yl)-5-methyl-4,7-dihydropyrazolo[1,5-a]pyrimidine-6-carboxamide